ClC=1C(N(C=C(C1)N1N=C(C2=CC=CC=C12)I)C)=O 3-chloro-5-(3-iodoindazol-1-yl)-1-methyl-pyridin-2-one